N[C@@H]1[C@@H]([C@H]2CC[C@@H](C1)N2C2=C(N=C1C(=N2)NN=C1C=1C(=C2N=C(C=NC2=CC1)OCC)Cl)CO)F {6-[(1R,2S,3S,5S)-3-amino-2-fluoro-8-azabicyclo[3.2.1]octan-8-yl]-3-(5-chloro-3-ethoxyquinoxalin-6-yl)-1H-pyrazolo[3,4-b]pyrazin-5-yl}methanol